(S)-2-((((9H-fluoren-9-yl)methoxy)carbonyl)amino)-3-(quinazolin-8-yl)propanoic acid C1=CC=CC=2C3=CC=CC=C3C(C12)COC(=O)N[C@H](C(=O)O)CC=1C=CC=C2C=NC=NC12